(4-{[2-(cyclopropanecarboxamido)pyridin-4-yl]oxy}-3-fluorophenyl)-1-(2-fluorophenyl)-1H-imidazole-4-carboxamide C1(CC1)C(=O)NC1=NC=CC(=C1)OC1=C(C=C(C=C1)C=1N(C=C(N1)C(=O)N)C1=C(C=CC=C1)F)F